1-((4,4-difluorocyclohexyl)methyl)-4-(difluoromethyl)-3-methyl-1H-pyrazole FC1(CCC(CC1)CN1N=C(C(=C1)C(F)F)C)F